C([O-])([O-])=O.[Al+3].[NH4+].C([O-])([O-])=O ammonium aluminum carbonate salt